tert-Butyl 11,11-difluoro-8-hydroxy-8-methyl-3,4,8,9,10,11-hexahydro-1H-pyrido[4',3':3,4]pyrazolo[1,5-a]azepine-2(7H)-carboxylate FC1(C=2N(CC(CC1)(C)O)N=C1C2CN(CC1)C(=O)OC(C)(C)C)F